5-chloro-2-(4,4-difluoroazepan-1-yl)-N-(4-(N'-hydroxycarbamimidoyl)phenyl)-6-methylnicotinamide ClC=1C(=NC(=C(C(=O)NC2=CC=C(C=C2)C(N)=NO)C1)N1CCC(CCC1)(F)F)C